ClC1=CC(=C(COC2=CC=CC(=N2)C2=C(C=C(CC3=NC4=C(N3CC3=NN=CN3CCC)C=C(C=C4)C(=O)OC)C=C2)F)C=C1)F methyl 2-(4-(6-((4-chloro-2-fluorobenzyl) oxy) pyridin-2-yl)-3-fluorobenzyl)-1-((4-propyl-4H-1,2,4-triazol-3-yl) methyl)-1H-benzo[d]imidazole-6-carboxylate